1-(11Z-eicosenoyl)-2-(9Z,12Z-heptadecadienoyl)-glycero-3-phosphoserine CCCCCCCC/C=C\CCCCCCCCCC(=O)OC[C@H](COP(=O)(O)OC[C@@H](C(=O)O)N)OC(=O)CCCCCCC/C=C\C/C=C\CCCC